5-bromo-2-chloro-quinazoline BrC1=C2C=NC(=NC2=CC=C1)Cl